2-methyl-1-(4-methyl-5-(7-((4-(methylsulfonyl)phenyl)amino)-2,6-naphthyridin-1-yl)-2H-indazol-2-yl)propan-2-ol CC(CN1N=C2C=CC(=C(C2=C1)C)C1=NC=CC2=CN=C(C=C12)NC1=CC=C(C=C1)S(=O)(=O)C)(C)O